(R)-N-(benzo[b]thiophen-5-ylmethyl)-1-(2-(p-tolyl)-2H-pyrazolo[3,4-d]pyrimidin-4-yl)piperidine-3-carboxamide S1C2=C(C=C1)C=C(C=C2)CNC(=O)[C@H]2CN(CCC2)C=2C=1C(N=CN2)=NN(C1)C1=CC=C(C=C1)C